N1N=NN=C1C(=O)O.N1N=NN=C1 tetrazole (tetrazolate)